4-(2-methoxyethyl)aniline COCCC1=CC=C(N)C=C1